BrC=1C=C(C=CC1F)CC(CC(=O)NC=1C=CC(=C(C(=O)NC2=C(C(=C(C=C2)F)NC(C(F)F)=O)F)C1)Cl)(Cl)Cl 5-((1R,3R)-3-(3-bromo-4-fluorophenyl)-2,2-dichloropropane-1-carboxamido)-2-chloro-N-(3-(2,2-difluoroacetamido)-2,4-difluorophenyl)benzamide